1-((1-(2-(2,6-dioxopiperidin-3-yl)-1,3-dioxoisoindolin-5-yl)piperidin-4-yl)methyl)piperidine-4-carboxaldehyde O=C1NC(CCC1N1C(C2=CC=C(C=C2C1=O)N1CCC(CC1)CN1CCC(CC1)C=O)=O)=O